COC=1C=C(C=CC1)S(=O)(=O)CCC(=O)N1CC2CCC(C1)N2C=2N=NC(=CC2)C 3-(3-methoxybenzenesulfonyl)-1-[8-(6-methylpyridazin-3-yl)-3,8-diazabicyclo[3.2.1]octan-3-yl]propan-1-one